1,2,2-tetraphenylethane C1=CC=C(C=C1)C(C2=CC=CC=C2)C(C3=CC=CC=C3)C4=CC=CC=C4